C(C)S(=O)(=O)C1=NN=NN1C1=CC=CC=C1 5-(ethylsulfonyl)-1-phenyl-1H-tetrazole